2,4-dimethyl-3-cyclohex-enecarbaldehyde CC1C(CCC(=C1)C)C=O